2-(4-(5-Fluoro-4-(trifluoromethyl)-1H-benzo[d][1,2,3]triazol-1-yl)phenyl)-7-oxa-2-azaspiro[3.5]nonane FC1=C(C2=C(N(N=N2)C2=CC=C(C=C2)N2CC3(C2)CCOCC3)C=C1)C(F)(F)F